C(C)(C)(C)OC(CCCNC=1C=C2C(N(C(C2=CC1)=O)C1C(NC(CC1)=O)=O)=O)=O.BrC1=CC=CC2=CC=CC(=C12)CF 1-bromo-8-(fluoromethyl)naphthalene tert-Butyl-4-((2-(2,6-dioxopiperidin-3-yl)-1,3-dioxoisoindolin-5-yl)amino)butanoate